COC(CN1C2=CC=CC=C2C=2CCN(CC12)C(C1=C(C=CC=C1)F)=O)=O [2-(2-fluorobenzoyl)-2,3,4,9-tetrahydro-1H-β-carbolin-9-yl]-acetic acid methyl ester